C(C)[C@H]1N(C[C@@H](N(C1)C=1C=2C(NC(C1F)=O)=CN(N2)CC#N)C)C(C)C=2C=C1N=CC=NC1=CC2 2-(7-((2s,5r)-5-ethyl-2-methyl-4-(1-(quinoxalin-6-yl)ethyl)piperazin-1-yl)-6-fluoro-5-oxo-4,5-dihydro-2H-pyrazolo[4,3-b]pyridin-2-yl)acetonitrile